N-(3-carbamoyloxetan-3-yl)-6-fluoro-2-methyl-5-((4-methylthiazol-5-yl)methoxy)benzofuran-3-carboxamide C(N)(=O)C1(COC1)NC(=O)C1=C(OC2=C1C=C(C(=C2)F)OCC2=C(N=CS2)C)C